FC(C=1C=C2C=C(NC2=CC1)CNCCCCOCCNC1=NC2=C(C3=CN=CC=C13)C=CC(=C2)C(=O)N)(F)F 5-((2-(4-(((5-(trifluoromethyl)-1H-indol-2-yl)methyl)amino)butoxy)ethyl)amino)benzo[c][2,6]naphthyridine-8-carboxamide